ClC1=C(N(N=C1)C)C=1C=C(C=CC1O)NC(=O)NC1=C(C=C(C=C1)F)F 1-[3-(4-Chloro-2-methyl-2H-pyrazol-3-yl)-4-hydroxyphenyl]-3-(2,4-difluoro-phenyl)-urea